1-(3-fluoro-4-(4,4,5,5-tetramethyl-1,3,2-dioxaborolan-2-yl)benzyl)piperidine FC=1C=C(CN2CCCCC2)C=CC1B1OC(C(O1)(C)C)(C)C